C(\C=C/CCCCCC)OC(CCCCCCC(=O)O)=O (Z)-8-(non-2-en-1-yloxy)-8-oxooctanoic acid